[4-(1-methyl-1H-pyrazol-4-yl)-benzyl]-{6-[7-(2-pyrrolidin-3-yl-ethoxy)-imidazo[1,2-a]Pyridin-3-yl]-pyrimidin-4-yl}-amine CN1N=CC(=C1)C1=CC=C(CNC2=NC=NC(=C2)C2=CN=C3N2C=CC(=C3)OCCC3CNCC3)C=C1